[C@H]12CN(C[C@H](CC1)N2)C=2C1=C(N=C(N2)OC([2H])([2H])C23CCCN3CCC2)C(=C(N=C1)C1=CC(=CC2=CC=C(C(=C12)CC)F)O)F 4-(4-((1R,5S)-3,8-Diazabicyclo[3.2.1]octan-3-yl)-8-fluoro-2-((tetrahydro-1H-pyrrolizin-7a(5H)-yl)methoxy-d2)pyrido[4,3-d]pyrimidin-7-yl)-5-ethyl-6-fluoronaphthalen-2-ol